4-azido-2-hydroxy-N-(4-(hydroxymethyl)-3-nitrobenzyl)benzamide N(=[N+]=[N-])C1=CC(=C(C(=O)NCC2=CC(=C(C=C2)CO)[N+](=O)[O-])C=C1)O